FC1(CCC2(CC1)COC1=C2C=C(C=C1)N)F 4',4'-difluoro-2H-spiro[benzofuran-3,1'-cyclohexane]-5-amine